4-(5-(4-aminopiperidin-1-yl)-8-(3-fluoro-4-(2-hydroxy-2-methylpropyl)phenyl)imidazolo[1,2-c]pyrimidin-7-yl)-2-fluorobenzonitrile NC1CCN(CC1)C1=NC(=C(C=2N1C=CN2)C2=CC(=C(C=C2)CC(C)(C)O)F)C2=CC(=C(C#N)C=C2)F